CC1=C(C=C(C(=O)NC2=NOC(=C2)C(C(F)(F)F)(C)C)C=C1)[C@@H]1CN(CC1)C=1C=NC=C(C1)C=1C=NN(C1)C (R)-4-methyl-3-(1-(5-(1-methyl-1H-pyrazol-4-yl)pyridin-3-yl)pyrrolidin-3-yl)-N-(5-(1,1,1-trifluoro-2-methylpropan-2-yl)isoxazol-3-yl)benzamide